ClC=1SC(=CN1)C1CCC2=[N+]1C(C(C(N2C)[O-])C2=CC=CC=C2)=O 6-(2-chlorothiazol-5-yl)-1-methyl-4-oxo-3-phenyl-3,6,7,8-tetrahydro-2H-pyrrolo[1,2-a]pyrimidin-5-ium-2-olate